(3-chloro-5-(methylsulfonylamino)phenyl)-5-methyl-1-phenyl-1H-pyrrole-3-carboxamide ClC=1C=C(C=C(C1)NS(=O)(=O)C)C=1N(C(=CC1C(=O)N)C)C1=CC=CC=C1